ClC=1C=C(CCC2(CN(CCC2)C2=CC(=C(C(=C2)F)S(=O)(=O)N(C2=NC=NC=C2)CC2=C(C=C(C=C2)OC)OC)F)N(C)C)C=C(C1)C(F)(F)F 4-(3-(3-Chloro-5-(trifluoromethyl)phenethyl)-3-(dimethylamino)piperidin-1-yl)-N-(2,4-dimethoxybenzyl)-2,6-difluoro-N-(pyrimidin-4-yl)benzenesulfonamide